4-[[6-(3,3-dimethyl-2,6-dihydro-1H-pyridin-4-yl)-2-pyridyl]oxymethyl]-3-fluoro-benzonitrile CC1(CNCC=C1C1=CC=CC(=N1)OCC1=C(C=C(C#N)C=C1)F)C